(4-fluorophenyl)-1-(4-(1-(tetrahydro-2H-pyran-2-yl)-1H-pyrazol-4-yl)phenyl)piperidine-4-carboxamide FC1=CC=C(C=C1)C1N(CCC(C1)C(=O)N)C1=CC=C(C=C1)C=1C=NN(C1)C1OCCCC1